[N+](=O)([O-])C=1C=C(C=CC1NCC1OC(C(C1O)O)O)S(=O)(=O)NC(C1=CC=CC=C1)=O N-((3-nitro-4-(((3,4,5-trihydroxytetrahydrofuran-2-yl)methyl)amino)phenyl)sulfonyl)benzamide